FC1=C(C=CC=C1F)C=1C=C2CCC(C2=CC1)NC(O[C@@H]1CN2CCC1CC2)=O (S)-quinuclidin-3-yl (5-(2,3-difluorophenyl)-2,3-dihydro-1H-inden-1-yl)carbamate